C(C)(SCCCCNC(=O)OC(C)(C)C)=O S-(4-((tert-butoxycarbonyl)amino)butyl) ethanethioate